tertiary butoxylithium C(C)(C)(C)O[Li]